1,1,2,3,3-pentamethyl-2,3,6,7-tetrahydro-1H-inden CC1(C(C(C=2C=CCCC12)(C)C)C)C